N=1NN=NC1C(=O)NC1=CC=CC=C1 2H-tetrazole-5-carboxanilide